C1(=CC=CC=C1)[P@](OC(C)C)(OC1=CC=CC2=CC=CC=C12)=O Isopropyl naphthalen-1-yl (S)-phenylphosphonate